CN1C2=CC=CC=C2N(C=2C=CC=CC12)C1=C(C=C(C(=C1)N1C=2C=CC=CC2N(C2=CC=CC=C12)C)N1C=2C=CC=CC2N(C2=CC=CC=C12)C)C1=CC=C(C=C1)C=1SC2=C(N1)C=CC=C2 2-(2',4',5'-tris(10-methylphenazin-5(10H)-yl)-[1,1'-biphenyl]-4-yl)benzo[d]thiazole